S1C(=CC=C1)C1=CC=C(C=C1)SC1=CC2=C(NC(=N2)NC(OC)=O)C=C1 methyl (5-((4-(thiophen-2-yl)phenyl)thio)-1H-benzo[d]imidazol-2-yl)carbamate